BrC1=C(C(=CC=C1Cl)F)CC(=O)N(N)C 2-(2-Bromo-3-chloro-6-fluoro-phenyl)-N-methyl-acethydrazide